Cl.ClC1=C(C=CC(=C1CN1C(N([C@H](C2=CC=C(C=C12)C(NCC1=C(C=C(C=C1F)F)F)=O)C)C)=O)F)CN(C(O)=O)CCNC (S)-2-chloro-3-((3,4-dimethyl-2-oxo-7-((2,4,6-trifluorobenzyl)carbamoyl)-3,4-dihydroquinazolin-1(2H)-yl)methyl)-4-fluorophenyl-methyl(2-(methylamino) ethyl)carbamate hydrochloride